(E)-1-oxa-4,6-diazacyclopentadecane-2,7-dione O1C(CNCNC(CCCCCCCC1)=O)=O